CC=1N=C(C2=C(N1)C(=CN2)C(NC)=O)NCC2=CC=C(C=C2)B(O)O 4-([[2-methyl-7-(methylcarbamoyl)-5H-pyrrolo[3,2-d]pyrimidin-4-yl]amino]methyl)-phenylboronic acid